ClC=1C(=C(C(=CC1Cl)Cl)OC(C(=O)OC1=C(C(=C(C=C1Cl)Cl)Cl)C(=O)OCC1=CC(=CC=C1)C)=O)C(=O)OCC1=CC(=CC=C1)C bis(3,4,6-trichloro-2-{[(3-methylphenyl) methoxy]carbonyl} phenyl)oxalate